CCCCCCCCCCCCCCCC(=O)OC[C@H](COP(=O)([O-])OCC[N+](C)(C)C)OC(=O)CC/C=C\\C/C=C\\C/C=C\\C/C=C\\C/C=C\\CCCCC The molecule is a phosphatidylcholine 38:5 in which the acyl groups at positions 1 and 2 are hexadecanoyl and (4Z,7Z,10Z,13Z,16Z)-docosapentaenoyl respectively. It has a role as a mouse metabolite. It derives from a (4Z,7Z,10Z,13Z,16Z)-docosa-4,7,10,13,16-pentaenoic acid and a hexadecanoic acid.